3-(6-(3-methylpiperazin-1-yl)pyridin-2-yl)pyrazolo[1,5-a]pyridine formate C(=O)O.CC1CN(CCN1)C1=CC=CC(=N1)C=1C=NN2C1C=CC=C2